FC(C(=O)O)(F)F.NC1=C2C(=NC=N1)N(N=C2C=2C=CC1=C(N=C(O1)N)C2)CCCCN 5-(4-amino-1-(4-aminobutyl)-1H-pyrazolo[3,4-d]pyrimidin-3-yl)benzo[d]-oxazol-2-amine trifluoroacetate salt